(3S,4R)-4-(2-(2-chlorophenyl)-5,7-dihydroxy-4-oxo-4H-chromen-8-yl)-1-methylpiperidin-3-yl N-(tert-butoxycarbonyl)-O-(tert-butyldimethylsilyl)-L-serinate C(C)(C)(C)OC(=O)N[C@@H](CO[Si](C)(C)C(C)(C)C)C(=O)O[C@@H]1CN(CC[C@@H]1C=1C(=CC(=C2C(C=C(OC12)C1=C(C=CC=C1)Cl)=O)O)O)C